C(C)[C@@H]1CC[C@H](CC1)C1=C(CCCC1)C1=CC=C(C=C1)C1=CC(=CC(=C1)F)F 4'-(trans-4'-ethylcyclohexylcyclohexenyl)-3,5-difluorobiphenyl